6-chloro-7-(chloromethyl)-4-(cyclopropylethynyl)-1-(4-methoxybenzyl)-4-(trifluoromethyl)-3,4-dihydroquinazolin-2(1H)-one ClC=1C=C2C(NC(N(C2=CC1CCl)CC1=CC=C(C=C1)OC)=O)(C(F)(F)F)C#CC1CC1